ClC=1C=C(C=CC1Cl)C=1N(C(=CC(C1C(=O)O)=O)CN1N=C(C=C1)C1=NC=CN=C1)CC 2-(3,4-dichlorophenyl)-1-ethyl-4-oxo-6-[(3-pyrazin-2-ylpyrazol-1-yl)methyl]pyridine-3-carboxylic acid